isoamyl alcohol trimethoxycinnamate COC1=C(C(=C(C(=O)OCCC(C)C)OC)OC)C=CC=C1